4-(9-methyl-2-(3-((1-methylazetidin-3-yl) methyl)-1H-pyrazol-1-yl)-8-(pyridin-4-yl)-9H-purin-6-yl) morpholinethiocarbamate N1(CCOCC1)NC(OC1=C2N=C(N(C2=NC(=N1)N1N=C(C=C1)CC1CN(C1)C)C)C1=CC=NC=C1)=S